(R)-N-((4-((4-(tert-butyl)phenyl)amino)cyclohexyl)methyl)-2-oxoimidazolidine-4-carboxamide C(C)(C)(C)C1=CC=C(C=C1)NC1CCC(CC1)CNC(=O)[C@@H]1NC(NC1)=O